methyl (2E)-4-(2-[[6-oxo-5-(trifluoromethyl)-1-[[2-(trimethylsilyl)ethoxy]methyl]-1,6-dihydropyridazin-4-yl]amino]ethoxy)but-2-enoate O=C1C(=C(C=NN1COCC[Si](C)(C)C)NCCOC/C=C/C(=O)OC)C(F)(F)F